ClC=1C=CC(=C(C(=O)NC2=CC(=NC=C2)C(F)(F)F)C1)O 5-chloro-2-hydroxy-N-(2-trifluoromethyl-4-pyridinyl)-benzamide